tert-butyl 2-[(3R,6R,7aS)-5-oxo-3-phenyl-3,6,7,7a-tetrahydro-1H-pyrrolo[1,2-c]oxazol-6-yl]acetate O=C1[C@H](C[C@@H]2N1[C@H](OC2)C2=CC=CC=C2)CC(=O)OC(C)(C)C